2-((1S,2S)-2-aminocycloheptyl)-5-chloro-3-iodo-N-(thiophen-2-ylmethyl)thieno[3,2-b]pyridin-7-amine N[C@@H]1[C@H](CCCCC1)C1=C(C2=NC(=CC(=C2S1)NCC=1SC=CC1)Cl)I